ClC1=CC(=C(C=O)C=C1)\C=C\C=C=O (E)-4-chloro-2-(3-carbonyl-propenyl)benzaldehyde